[Si](C1=CC=CC=C1)(C1=CC=CC=C1)(C(C)(C)C)OCC(C#CC1=C(NC2=CC(=C(C=C2)F)C)C=CC(=C1)F)(C)C 2-(4-((tert-butyldiphenylsilyl)oxy)-3,3-dimethylbut-1-yn-1-yl)-4-fluoro-N-(4-fluoro-3-methylphenyl)aniline